C(C)OC(=O)C=1C(=NC(=NC1C)SC)C(F)F 4-(difluoromethyl)-6-methyl-2-methylsulfanyl-pyrimidine-5-carboxylic acid ethyl ester